tert-butyl 4-((4,6-dibromo-2-methylamino-3-nitrophenoxy)methyl)-3,6-dihydropyridine-1(2H)-carboxylate BrC1=C(C(=C(OCC=2CCN(CC2)C(=O)OC(C)(C)C)C(=C1)Br)NC)[N+](=O)[O-]